SCCC[Si](OCCCC)(C)C 3-mercaptopropyl-dimethylbutoxysilane